O=C1C(=C(C=NN1)N1[C@@H](C2=CC=CC=C2C1)COC1=NC=CC(=N1)C(=O)N1CCN(CC1)C1=CC=C(C=N1)C#N)C(F)(F)F 6-[4-[(2-[[(1S)-2-[6-Oxo-5-(trifluoromethyl)-1,6-dihydropyridazin-4-yl]-2,3-dihydro-1H-isoindol-1-yl]methoxy]pyrimidin-4-yl)carbonyl]piperazin-1-yl]pyridine-3-carbonitrile